tert-butyl (R)-(3-methylpiperidin-3-yl)carbamate C[C@@]1(CNCCC1)NC(OC(C)(C)C)=O